CC=1N=C(C=2N(C1)C=CC2)N2CC(CC2)NC(=O)C=2N=C(SC2)N2CCC(CC2)O 2-(4-hydroxypiperidin-1-yl)-thiazole-4-carboxylic acid [1-(3-methyl-pyrrolo[1,2-a]pyrazin-1-yl)-pyrrolidin-3-yl]-amide